2-piperidin-1-yl-N-[1-(8-trifluoromethyl-quinolin-5-yl)-piperidin-4-ylmethyl]-acetamide N1(CCCCC1)CC(=O)NCC1CCN(CC1)C1=C2C=CC=NC2=C(C=C1)C(F)(F)F